N-(4-(dimethylamino)-7-fluoro-8-(2,3,5-trifluorophenyl)quinolin-3-yl)chroman-4-carboxamide CN(C1=C(C=NC2=C(C(=CC=C12)F)C1=C(C(=CC(=C1)F)F)F)NC(=O)C1CCOC2=CC=CC=C12)C